9-fluorenylmethyloxycarbonyl chloride C1=CC=CC=2C3=CC=CC=C3C(C12)COC(=O)Cl